N[C@@H]1CN(CC1)C1=C(C=NC(=C1C1=CC(=CC(=C1)F)F)C#N)C(=O)NC1CCCCCC1 4-[(3S)-3-aminopyrrolidin-1-yl]-6-cyano-N-cycloheptyl-5-(3,5-difluorophenyl)pyridine-3-carboxamide